(4-((4-oxo-3,4-dihydrophthalazin-1-yl)methyl)phenyl)(methyl)carbamic acid tert-butyl ester C(C)(C)(C)OC(N(C)C1=CC=C(C=C1)CC1=NNC(C2=CC=CC=C12)=O)=O